O[C@]1(COCC1)CC(=O)NC1=CC=C(C=C1)[C@H](C)N1C(=NC=C1)C 2-((S)-3-hydroxytetrahydrofuran-3-yl)-N-(4-((S)-1-(2-methyl-1H-imidazol-1-yl)ethyl)phenyl)acetamide